1,1-bis(3,5-diphenyl-4-hydroxyphenyl)cyclohexane C1(=CC=CC=C1)C=1C=C(C=C(C1O)C1=CC=CC=C1)C1(CCCCC1)C1=CC(=C(C(=C1)C1=CC=CC=C1)O)C1=CC=CC=C1